C1=CC=CC=2C3=CC=CC=C3C(C12)COC(=O)N(C(C(=O)O)CCC1=CC(=CC=C1)C(C)C)C 2-((((9H-Fluoren-9-yl)methoxy)carbonyl)(methyl)amino)-4-(3-isopropylphenyl)butanoic acid